3-(2-(bis(methyl-d3)amino)ethyl)-6-cyano-1H-indol-4-yl dihydrogen phosphate P(=O)(OC1=C2C(=CNC2=CC(=C1)C#N)CCN(C([2H])([2H])[2H])C([2H])([2H])[2H])(O)O